N-(2-chloro-3-(2,3-dichloropyridin-4-yl)phenyl)-1-methyl-4,5,6,7-tetrahydro-1H-imidazo[4,5-c]pyridine-2-carboxamide ClC1=C(C=CC=C1C1=C(C(=NC=C1)Cl)Cl)NC(=O)C=1N(C2=C(CNCC2)N1)C